(4-(4-((8-cyclopentyl-7-oxo-7,8-dihydropteridin-2-yl)amino)phenyl)piperazin-1-yl)acetic acid C1(CCCC1)N1C(C=NC=2C=NC(=NC12)NC1=CC=C(C=C1)N1CCN(CC1)CC(=O)O)=O